2,7-bis((3-aminophenyl)amino)anthracene-9,10-dione NC=1C=C(C=CC1)NC1=CC=2C(C3=CC(=CC=C3C(C2C=C1)=O)NC1=CC(=CC=C1)N)=O